(+/-)-N-((5-(4-(((3S,4R)-3-fluoro-1-methylpiperidin-4-yl)amino)-1-(2,2,2-trifluoroethyl)-1H-indol-2-yl)-1,3,4-thiadiazol-2-yl)methyl)cyclopentanecarboxamide F[C@H]1CN(CC[C@H]1NC1=C2C=C(N(C2=CC=C1)CC(F)(F)F)C1=NN=C(S1)CNC(=O)C1CCCC1)C |r|